7-(6-{2,6-diazaspiro[3.5]nonan-2-yl}pyridazin-3-yl)-4-(1H-pyrazol-4-yl)-1,3-benzothiazole C1N(CC12CNCCC2)C2=CC=C(N=N2)C2=CC=C(C=1N=CSC12)C=1C=NNC1